ClCC1=CC=C(CC[Si](OCC)(OCC)OCC)C=C1 p-chloromethyl-phenethyl-triethoxysilane